5,8,11-dodecantriynoic acid C(CCCC#CCC#CCC#C)(=O)O